octyl-bis(2-carboxyethyl)cyanuric acid C(CCCCCCC)N1C(N(C(N(C1=O)CCC(=O)O)=O)CCC(=O)O)=O